5,5-diacetyl-2,2-bipyrimidine C(C)(=O)C1(CN=C(N=C1)C1=NC=CC=N1)C(C)=O